C(C)(=O)[O-].C(CCC)[O-] butanolat mono-acetat